Dimethyl-ethoxysilane C[SiH](OCC)C